N-(5-((5-chloropyridin-2-yl)methoxy)-1,3,4-thiadiazol-2-yl)-3-(2-fluoro-6-methoxyphenyl)picolinamide ClC=1C=CC(=NC1)COC1=NN=C(S1)NC(C1=NC=CC=C1C1=C(C=CC=C1OC)F)=O